2,2-dimethyl-1,3-dioxolan-4-methanol CC1(OCC(O1)CO)C